5-[methyl(pyridin-4-ylmethyl)amino]-2-(5-trifluoromethylpyridin-2-yl)-4,5,6,7-tetrahydro-2H-indazol CN(C1CC2=CN(N=C2CC1)C1=NC=C(C=C1)C(F)(F)F)CC1=CC=NC=C1